BrC1=CC=C(COC=2C=NC=CC2)C=C1 3-((4-Bromobenzyl)oxy)pyridine